tert-Butyl 3-methyl-3-((5-(trans-3-(4-(trifluoromethyl)phenyl)cyclobutoxy)-1H-indol-3-yl)carbamoyl)azetidine-1-carboxylate CC1(CN(C1)C(=O)OC(C)(C)C)C(NC1=CNC2=CC=C(C=C12)O[C@@H]1C[C@H](C1)C1=CC=C(C=C1)C(F)(F)F)=O